5-(trifluoromethyl)quinoline-7-carboxylic acid FC(C1=C2C=CC=NC2=CC(=C1)C(=O)O)(F)F